BrC1=CC(=C(C(=C1)NC(C)C)NC(=O)[C@@H]1N(CCC1)C(=O)OC)F methyl (R)-2-((4-bromo-2-fluoro-6-(isopropylamino)phenyl)carbamoyl)pyrrolidine-1-carboxylate